ClC1=C(C(=CC=C1)F)C1=NOC(=C1C(=O)OCC)/C(=C/N(C)C)/C(C(F)(F)F)=O ethyl (Z)-3-(2-chloro-6-fluorophenyl)-5-(1-(dimethylamino)-4,4,4-trifluoro-3-oxobut-1-en-2-yl)isoxazole-4-carboxylate